ClC=1C=CC(=C(C1)C1=CC(N(C=C1OC)C(C(=O)NC=1C=CC(=NC1)C(=O)N)CCOC)=O)C1=CC(=NO1)C 5-[(2-{4-[5-chloro-2-(3-methyl-1,2-oxazol-5-yl)phenyl]-5-methoxy-2-oxopyridin-1(2H)-yl}-4-methoxybutyryl)amino]pyridine-2-carboxamide